ClC=1C(=NC(=NC1)NC1=C(C=CC(=C1)N=S(=O)(C)C)OC)C1=CNC2=CC=CC=C12 5-chloro-N-[5-[[dimethyl(oxo)-λ6-sulfanylidene]amino]-2-methoxy-phenyl]-4-(1H-indol-3-yl)pyrimidin-2-amine